1-methylformamide CC(=O)N